FC1=C(N)C=C(C(=C1)I)F 2,5-difluoro-4-iodoaniline